ClC=1C(=CC=2C3=C(C(=NC2C1F)\C=C\OCC)CN(C3C)C(COC)=O)OC (E)-1-(7-chloro-4-(2-ethoxyvinyl)-6-fluoro-8-methoxy-1-methyl-1,3-dihydro-2H-pyrrolo[3,4-c]quinolin-2-yl)-2-methoxyethan-1-one